1-[(2R,3R,4R,5R)-5-(aminomethyl)-4-hydroxy-3-methoxy-tetrahydrofuran-2-yl]pyrimidine-2,4-dione NC[C@@H]1[C@H]([C@H]([C@@H](O1)N1C(NC(C=C1)=O)=O)OC)O